F[C@@H]1C[C@H](N(C1)CC1=CC=C(C=C1)OCC1=CC(=CC=C1)F)C(=O)N (2S,4R)-4-fluoro-1-(4-(3-fluorobenzyloxy)benzyl)pyrrolidine-2-carboxamide